CN(CC(=O)N1CCC(CC1)C1=NNC2=CC(=C(C=C12)C(C)C)C=1C=C(C=2N(C1)N=CN2)OC)C 2-(dimethylamino)-1-(4-(5-isopropyl-6-(8-methoxy-[1,2,4]triazolo[1,5-a]pyridin-6-yl)-1H-indazol-3-yl)piperidin-1-yl)ethan-1-one